C1(CCC1)OC(=O)NC=1C=C(C=C(C1)C=1C=NN(C1)C)NC1=CC2=C(C=N1)N(C(N2[C@H]2C[C@@H](CC2)NC(OC2CCC2)=O)=O)C Cyclobutyl ((1R,3R)-3-(6-((3-((cyclobutoxycarbonyl)amino)-5-(1-methyl-1H-pyrazol-4-yl)phenyl)amino)-3-methyl-2-oxo-2,3-dihydro-1H-imidazo[4,5-c]pyridin-1-yl)cyclopentyl)carbamate